6-tert-butyl-4-(3,5-dimethylphenyl)-5-methoxy-2-methylinden-1-one C(C)(C)(C)C1=C(C(=C2C=C(C(C2=C1)=O)C)C1=CC(=CC(=C1)C)C)OC